N-(3-bromo-4-fluorophenyl)-4-((3-((3,3-difluoroacridin-1-yl)sulfamoyl)propyl)amino)-N'-hydroxyl-1,2,5-oxadiazol-3-formamidine BrC=1C=C(C=CC1F)NC(=NO)C1=NON=C1NCCCS(NC=1CC(C=C2N=C3C=CC=CC3=CC12)(F)F)(=O)=O